7,8-dihydro-6H-imidazo[1',2':1,5]pyrrolo[2,3-d]pyrimidine-6-carboxylate N1=CN=CC2=C1N1C(=C2)N(CC1)C(=O)[O-]